t-butyl (2R,4R)-2-methyl-4-(methylamino)piperidine-1-carboxylate C[C@H]1N(CC[C@H](C1)NC)C(=O)OC(C)(C)C